C(C=C)(=O)N1[C@H](CN(CC1)C=1C2=C(N=C(N1)OC[C@H]1N(CCC1)C1CC1)CN(CC2)C2=C1C=NNC1=CC=C2C)CC#N 2-((S)-1-propenoyl-4-(2-(((S)-1-cyclopropylpyrrolidin-2-yl)methoxy)-7-(5-methyl-1H-indazol-4-yl)-5,6,7,8-tetrahydropyrido[3,4-d]pyrimidin-4-yl)piperazin-2-yl)acetonitrile